2-[1-Benzyloxy-1-(trifluoromethyl)pent-4-enyl]-5-[6-(3-fluoro-5-iodo-phenoxy)-3-nitro-5-(trifluoromethyl)-2-pyridyl]-1,3,4-oxadiazole C(C1=CC=CC=C1)OC(CCC=C)(C(F)(F)F)C=1OC(=NN1)C1=NC(=C(C=C1[N+](=O)[O-])C(F)(F)F)OC1=CC(=CC(=C1)I)F